NCC1=CC=C(C(=N1)OC=1C=C(C=CC1)C[C@@H]1N(CC([C@@H]1NS(=O)(=O)C)(F)F)C(=O)OC(C)(C)C)C tert-Butyl (2S,3R)-2-[(3-{[6-(aminomethyl)-3-methylpyridin-2-yl]oxy}phenyl)methyl]-4,4-difluoro-3-[(methanesulfonyl)amino]pyrrolidine-1-carboxylate